N-(3-bromo-2-chloro-5-fluorophenyl)-3-fluoro-N-((2-(trimethylsilyl)-ethoxy)methyl)propane-1-sulfonamide BrC=1C(=C(C=C(C1)F)N(S(=O)(=O)CCCF)COCC[Si](C)(C)C)Cl